FC(OC=1C=C(C=CC1)C1=CC=C(C=C1)C1=CC=C(C=C1)OC1=C(N=NN1)C(=O)O)F 5-((3''-(difluoromethoxy)-[1,1':4',1''-terphenyl]-4-yl)oxy)-1H-1,2,3-triazole-4-carboxylic Acid